ClC=1C=C(C=CC1)N[C@@H](C)C=1SC(=CN1)C(=O)N[C@H](C(=O)NC1=CC(=NC=C1)C)CC1CCCC1 (2S)-2-({2-[(1S)-1-[(3-chlorophenyl)amino]ethyl]-1,3-thiazol-5-yl}formamido)-3-cyclopentyl-N-(2-methylpyridin-4-yl)propanamide